3-{3-[(1S)-1-(piperidin-4-ylamino)-2,3-dihydro-1H-inden-5-yl]-5-(pyrazol-1-yl)imidazo[4,5-b]pyridin-2-yl}pyridin-2-amine HCl Cl.N1CCC(CC1)N[C@H]1CCC2=CC(=CC=C12)N1C(=NC=2C1=NC(=CC2)N2N=CC=C2)C=2C(=NC=CC2)N